ClC=1C=NC=C(C1[C@@H](C)OC=1C=C2C(=NNC2=CC1)C1=CC2=C(OCCN2C(=O)C2=NC(=CC=C2)C)N=C1)Cl [7-[5-[(1R)-1-(3,5-dichloro-4-pyridyl)ethoxy]-1H-indazol-3-yl]-2,3-dihydropyrido[2,3-b][1,4]oxazin-1-yl]-(6-methyl-2-pyridyl)methanone